3-[(2R)-2-cyano-2-methyl-pyrrolidine-1-carbonyl]-8-methoxy-1-(2-thienyl)-5,6-dihydropyrrolo[2,1-a]isoquinoline C(#N)[C@@]1(N(CCC1)C(=O)C1=CC(=C2N1CCC1=CC(=CC=C21)OC)C=2SC=CC2)C